CC1=C(C=CC=C1)SC1=CC=C(C=C1)C1=C(C(=O)C2=CC=CC=C2)C=CC=C1 [4-(methylphenylsulfanyl)phenyl]benzophenone